C(C1=CC=CC=C1)OC(CCCC(=O)NC(COCCC(=O)O)(COCCC(=O)O)COCCC(=O)O)=O 3,3'-((2-(5-(benzyloxy)-5-oxopentanamido)-2-((2-carboxyethoxy)methyl)propane-1,3-diyl)bis(oxy))dipropanoic acid